tertbutyl 6-[6-[3-[[ethyl(methyl)sulfamoyl]amino]-2,6-difluoro-benzoyl]-4-oxo-quinazolin-3-yl]-2-azaspiro[3.3]heptane-2-carboxylate C(C)N(S(=O)(=O)NC=1C(=C(C(=O)C=2C=C3C(N(C=NC3=CC2)C2CC3(CN(C3)C(=O)OC(C)(C)C)C2)=O)C(=CC1)F)F)C